FC1=CC=C(C=C1)N1C(N(C=C(C1=O)C(=O)OCC)CC1CCOCC1)=O ethyl 3-(4-fluorophenyl)-2,4-dioxo-1-((tetrahydro-2H-pyran-4-yl)methyl)-1,2,3,4-tetrahydropyrimidin-5-formate